Cl.FC(C=1C(=C(C=CC1)[C@@H](C)N)C)F |r| (R/S)-1-(3-(difluoromethyl)-2-methylphenyl)ethan-1-amine hydrochloride